C(\C=C\C(=O)O)(=O)O.CN1N=CC=C1C1CCN(CC1)C1CC2(C1)CN(CC2)C(=O)OCC ethyl cis-2-[4-(1-methyl-1H-pyrazol-5-yl)piperidin-1-yl]-6-azaspiro[3.4]octane-6-carboxylate fumarate